NC(CC=1C(=NC=C(C1)C)C#N)C1=C(C=CC=C1)C1=NOC2=C1C=CC(=C2)C 2-Amino-2-[2-(6-methylbenzo[d]isoxazol-3-yl)phenyl]ethyl-2-cyano-5-methylpyridine